1-azido-10-oxo-3,6-dioxa-13-thia-9-azahexadecane-11,15,16-triaminium 2,2,2-trifluoroacetate FC(C(=O)[O-])(F)F.N(=[N+]=[N-])CCOCCOCCNC(C(CSCC(C[NH3+])[NH3+])[NH3+])=O.FC(C(=O)[O-])(F)F.FC(C(=O)[O-])(F)F